5-(1-Methylpyrazol-4-yl)-N-[rac-(6S)-4-methyl-5-oxo-7,8-dihydro-6H-pyrazolo[1,5-a][1,3]diazepin-6-yl]-5,6,7,8-tetrahydro-[1,2,4]triazolo[1,5-a]pyridin-2-carboxamid CN1N=CC(=C1)C1CCCC=2N1N=C(N2)C(=O)N[C@@H]2C(N(C=1N(CC2)N=CC1)C)=O |r|